FC(C1=NN(C=C1C(=O)NC1=C2C(CC(C2=CC=C1)(C)C)C)C)(F)F 3-trifluoromethyl-1-methyl-N-(1,1,3-trimethylindan-4-yl)pyrazole-4-carboxamide